pyridin-2-ylsulfonyl-N-[[3-isopropyl-2,4-dioxo-1-[4-(trifluoromethyl)phenyl]-pyrimidin-5-yl]methyl]pyrrolidine-2-carboxamide N1=C(C=CC=C1)S(=O)(=O)N1C(CCC1)C(=O)NCC=1C(N(C(N(C1)C1=CC=C(C=C1)C(F)(F)F)=O)C(C)C)=O